(2-(trifluoromethoxy)benzyl)-1H-1,2,3-triazole-4-carbohydrazide FC(OC1=C(CN2N=NC(=C2)C(=O)NN)C=CC=C1)(F)F